N-({1-[4-(3-fluorophenoxy)-6-(trifluoromethyl)pyrimidin-2-yl]-4-hydroxypiperidin-4-yl}methyl)-N-methylcarbamic acid tert-butyl ester C(C)(C)(C)OC(N(C)CC1(CCN(CC1)C1=NC(=CC(=N1)OC1=CC(=CC=C1)F)C(F)(F)F)O)=O